O=C1NC(CC[C@@H]1N1C(N(C2=C1C=CC=C2[C@H]2[C@@H](CN(CC2)CC2CCC(CC2)N2N=C1C=CC(=CC1=C2)NC(=O)C2=NC(=CN=C2)C(F)(F)F)F)C)=O)=O N-[2-[4-[[(3S,4S)-4-[1-[(3S)-2,6-dioxo-3-piperidyl]-3-methyl-2-oxo-benzimidazol-4-yl]-3-fluoro-1-piperidyl]methyl]cyclohexyl]indazol-5-yl]-6-(trifluoromethyl)pyrazine-2-carboxamide